(R)-N-(1-(3-oxo-7-(4-phenoxyphenyl)isoindolin-5-yl)pyrrol-3-yl)acrylamide O=C1NCC2=C(C=C(C=C12)N1C=C(C=C1)NC(C=C)=O)C1=CC=C(C=C1)OC1=CC=CC=C1